N1C=CC=2C1=NC=C(C2)OC2=C(C(=O)NS(=O)(=O)C1=CC(=C(C=C1)NCC1CCOCC1)[N+](=O)[O-])C=CC(=C2)N2CCC1(CCCN(C1)C1=C(C=CC=C1)C1CC1)CC2 2-((1H-pyrrolo[2,3-b]pyridin-5-yl)oxy)4-(2-(2-cyclopropylphenyl)-2,9-diazaspiro[5.5]undecan-9-yl)-N-((3-nitro-4-(((tetrahydro-2H-pyran-4-yl)methyl)amino)phenyl)sulfonyl)benzamide